O[C@@H](CNC(C1=CC(=CC=C1)OC)=O)C N-((R)-2-hydroxypropyl)-3-methoxybenzamide